ethyl-6-propanoylpyridin-3-ylboronic acid C(C)C1=NC(=CC=C1B(O)O)C(CC)=O